5-methyl-N-spiro[3.4]octan-3-yl-racemic-thiazole-4-carboxamide CC1=C(N=CS1)C(=O)NC1CCC12CCCC2